BrC1=C(C(=O)NS(=O)(=O)C2=CC3=C(N[C@@H](CO3)C3CCOCC3)C(=C2)[N+](=O)[O-])C=C(C(=C1)N1CCC2(CC(C2)=O)CC1)F 2-bromo-5-fluoro-N-[(3R)-5-nitro-3-(oxan-4-yl)-3,4-dihydro-2H-1,4-benzoxazin-7-ylsulfonyl]-4-{2-oxo-7-azaspiro[3.5]nonan-7-yl}benzamide